O1COC2=C1C=CC(=C2)CC(C)NCC 1-(1,3-benzodioxol-5-yl)-N-ethylpropan-2-amine